N-(1-(5-chlorobenzofuran-2-carboxamido)piperidin-4-yl)-5-(4-chlorophenyl)-1,3,4-oxadiazole ClC=1C=CC2=C(C=C(O2)C(=O)NN2CCC(CC2)N2COC(=N2)C2=CC=C(C=C2)Cl)C1